CC1=CC=C(C=C1)C1=CC2=C([C@@H](CCO2)CNC=2C=NC=CC2C(=O)O)C=C1 3-({[(4R)-7-(4-methylphenyl)-3,4-dihydro-2H-1-benzopyran-4-yl]methyl}amino)pyridine-4-carboxylic acid